6,8-dimethyl-2,4,7-trioxopyrido[4,3-d]pyrimidin CN1C=C2C(NC(NC2=O)=O)=C(C1=O)C